O=S1(CCC(CC1)NC1=C2C=C(N(C2=CC=C1)CC(F)(F)F)C#CCNC1=C(C=C(C=C1)S(=O)(=O)NC1CCOCC1)OC)=O 4-[(3-{4-[(1,1-dioxo-1λ6-thian-4-yl)amino]-1-(2,2,2-trifluoroethyl)-1H-indol-2-yl}prop-2-yn-1-yl)amino]-3-methoxy-N-(oxan-4-yl)benzene-1-sulfonamide